CNS(=O)(=O)C1=CC=C(NC2=NC=C(C(=N2)N2N=CC(=C2)B(O)O)C(F)(F)F)C=C1 [1-[2-[4-(methylsulfamoyl)anilino]-5-(trifluoromethyl)pyrimidin-4-yl]pyrazol-4-yl]boronic acid